Cl.Cl.C1(CC1)[C@@H]1CN(CCN1)C=1N=NC(=CN1)C1=C(C=C(C=C1)N1N=CC(=N1)C)O 2-{3-[(3R)-3-cyclopropylpiperazin-1-yl]-1,2,4-triazin-6-yl}-5-(4-methyl-2H-1,2,3-triazol-2-yl)phenol dihydrochloride